N-[1-(6-fluoro-1H-indazol-4-yl)ethyl]-6,7-dimethoxy-2-methylquinazolin-4-amine FC1=CC(=C2C=NNC2=C1)C(C)NC1=NC(=NC2=CC(=C(C=C12)OC)OC)C